trans-4-((4-(2-Cyclopropyloxazol-4-yl)pyridine-2-yl)((trans-4-(5-methoxy-6-methylpyridin-2-yl)cyclohexyl)methyl)carbamoyl)cyclohexyl 3-(2-methoxy-2-oxoethyl)azetidine-1-carboxylate COC(CC1CN(C1)C(=O)O[C@@H]1CC[C@H](CC1)C(N(C[C@@H]1CC[C@H](CC1)C1=NC(=C(C=C1)OC)C)C1=NC=CC(=C1)C=1N=C(OC1)C1CC1)=O)=O